C(C)(C)(C)OC(=O)N1CCC(=CC1)C=1C(=NOC1N)C.FC1=CC(=CC2=C1N=C(S2)NC(=O)C2CCCCCC2)F N-(4,6-difluoro-1,3-benzothiazol-2-yl)cycloheptanecarboxamide tert-butyl-4-(5-amino-3-methylisoxazol-4-yl)-3,6-dihydropyridine-1(2H)-carboxylate